2-(Hydroxymethyl)-2,6-dimethyl-2,3-dihydro-1H-inden-1-ol OCC1(C(C2=CC(=CC=C2C1)C)O)C